4-(4,4-dimethyl-2,5-dioxo-3-((2-oxo-2,3-dihydro-1H-pyrrolo[2,3-b]pyridin-4-yl)methyl)imidazolidin-1-yl)-2-(trifluoromethyl)benzonitrile CC1(N(C(N(C1=O)C1=CC(=C(C#N)C=C1)C(F)(F)F)=O)CC1=C2C(=NC=C1)NC(C2)=O)C